COC(=O)C1=CC(=C2C=CN=C(C2=C1)Cl)C 1-chloro-5-methylisoquinoline-7-carboxylic acid methyl ester